2-(5-cyclopropyl-1H-pyrazol-3-yl)isoindoline-1,3-dione C1(CC1)C1=CC(=NN1)N1C(C2=CC=CC=C2C1=O)=O